N-[5-(1H-benzimidazol-2-yl)-1-[(4-methoxyphenyl)methyl]pyrazol-3-yl]-4-bromo-3-chloro-benzamide N1C(=NC2=C1C=CC=C2)C2=CC(=NN2CC2=CC=C(C=C2)OC)NC(C2=CC(=C(C=C2)Br)Cl)=O